[(1-(trifluoromethyl)cyclopropanecarbonyl)amino]-2-azaspiro[3.3]heptane-2-carboxylate FC(C1(CC1)C(=O)NC1N(CC12CCC2)C(=O)[O-])(F)F